(E)-4-(3-(4-(2-(3-(4-(2-(4-chloro-2-fluorophenyl)-1-(1H-indazol-5-yl)but-1-enyl)phenoxy)propoxy)ethyl)piperazine-1-carbonyl)-4-fluorobenzyl)phthalazin-1(2H)-one ClC1=CC(=C(C=C1)/C(=C(/C=1C=C2C=NNC2=CC1)\C1=CC=C(OCCCOCCN2CCN(CC2)C(=O)C=2C=C(CC3=NNC(C4=CC=CC=C34)=O)C=CC2F)C=C1)/CC)F